5-(4-(4-(2-(2-aminopyridin-3-yl)-3H-imidazo[4,5-b]pyridin-3-yl)benzyl)piperazine-1-carbonyl)picolinonitrile NC1=NC=CC=C1C1=NC=2C(=NC=CC2)N1C1=CC=C(CN2CCN(CC2)C(=O)C=2C=CC(=NC2)C#N)C=C1